BrC1=CC=C(OCC(COCC=CCO)O)C=C1 4-(3-(4-bromophenoxy)-2-hydroxypropoxy)but-2-en-1-ol